N1-cyclopropyl-N2-((S)-4-methyl-1-oxo-1-(((S)-3-oxo-1-((S)-2-oxopyrrolidin-3-yl)-4-(trifluoromethoxy)butan-2-yl)amino)pentan-2-yl)oxalamide C1(CC1)NC(C(=O)N[C@H](C(N[C@@H](C[C@H]1C(NCC1)=O)C(COC(F)(F)F)=O)=O)CC(C)C)=O